3-fluoro-N'-[(5-nitro-2-thienyl)methylene]benzohydrazide FC=1C=C(C(=O)NN=CC=2SC(=CC2)[N+](=O)[O-])C=CC1